(1R)-1,4-dimethyl-N-(1-methylcyclopropyl)-5-oxo-9-(piperazin-1-yl)-1H,2H-imidazo[1,2-a]quinazoline-7-sulfonamide C[C@@H]1CN=C2N1C1=C(C=C(C=C1C(N2C)=O)S(=O)(=O)NC2(CC2)C)N2CCNCC2